FC(CN1C(=NC=2C1=NC(=CC2)C=2C=CN1N=C(N=CC12)NC1CC(C1)(C)N1C(CCC1)=O)C)F 1-((1s,3s)-3-((5-(3-(2,2-difluoroethyl)-2-methyl-3H-imidazo[4,5-b]pyridin-5-yl)pyrrolo[2,1-f][1,2,4]triazin-2-yl)amino)-1-methylcyclobutyl)pyrrolidin-2-one